C(C1=CC=CC=C1)OC1=NC(=CC=C1C=1C=C(OC2CCN(CC2)C(=O)OC(C)(C)C)C=CC1)OCC1=CC=CC=C1 tert-butyl 4-(3-(2,6-bis(benzyloxy)pyridin-3-yl)phenoxy)piperidine-1-carboxylate